4-(2-carboxyethyl)-2,2-difluoro-10,12-dimethyl-1lambda5,3-diaza-2-boratricyclo[7.3.0.0^{3,7}]dodeca-1(12),4,6,8,10-pentaen-1-ylium-2-uide C(=O)(O)CCC=1N2[B-]([N+]3=C(C=C(C3=CC2=CC1)C)C)(F)F